FC1=C(C=C(C2=CC=CC=C12)C1=C2C(=NC(=C1C#N)N1CC3(CN(C3)C(C=C)=O)CC1)CC(OC2)(C)C)O 4-(4-fluoro-3-hydroxy-1-naphthalenyl)-7,7-dimethyl-2-(2-(2-propenoyl)-2,6-diazaspiro[3.4]octan-6-yl)-7,8-dihydro-5H-pyrano[4,3-b]pyridine-3-carbonitrile